FC(C1=NN2C(N=CC3=C2C(CC3)(C)C)=C1)F 2-(difluoromethyl)-8,8-dimethyl-7,8-dihydro-6H-cyclopenta[e]pyrazolo[1,5-a]pyrimidine